FC1(CC(C2=CC=C(C=C12)[N+](=O)[O-])N1CCN(CC1)C)F 1-(3,3-difluoro-5-nitro-indan-1-yl)-4-methyl-piperazine